ClC1=NC=CC(=C1)N1C=NC(=C1)C1CC1 2-chloro-4-(4-cyclopropyl-1H-imidazol-1-yl)pyridine